FC1=CC=C(C=C1)NC(C=C)=O N-(p-fluorophenyl)acrylamide